tert-butyl 2-[2-(2,6-dioxopiperidin-3-yl)-1-oxo-3H-isoindol-5-yl]-4-(6-methoxypyridin-2-yl)-2,5-dihydropyrrole-1-carboxylate O=C1NC(CCC1N1C(C2=CC=C(C=C2C1)C1N(CC(=C1)C1=NC(=CC=C1)OC)C(=O)OC(C)(C)C)=O)=O